S(N)(OC[C@@H]1[C@H](C[C@@H](C1)NC1=NC=NC=C1C(=O)C=1SC(=C(C1)[C@H](OC)C1=CC(=CC=C1)Cl)Cl)O)(=O)=O [(1R,2S,4R)-4-{[5-({5-chloro-4-[(R)-(3-chlorophenyl)(methoxy)methyl]-2-thienyl}carbonyl)pyrimidin-4-yl]amino}-2-hydroxycyclopentyl]methyl sulfamate